2-[2-[[(8endo)-3-(6-chloropyridazin-4-yl)-3-azabicyclo[3.2.1]octan-8-yl]amino]-5-[(1S)-2,2,2-trifluoro-1-methyl-ethoxy]-[1,2,4]triazolo[1,5-a]pyridin-8-yl]propan-2-ol ClC1=CC(=CN=N1)N1CC2CCC(C1)C2NC2=NN1C(C(=CC=C1O[C@H](C(F)(F)F)C)C(C)(C)O)=N2